FC1=C(N)C=C(C=C1)OC1=C(C=C(C=C1)[N+](=O)[O-])F 2-fluoro-5-(2-fluoro-4-nitrophenoxy)aniline